FC1(CCC(CC1)NC1=NC(=CC(=N1)CC#N)N1N=C(C=C1)C)F 2-(2-((4,4-difluorocyclohexyl)amino)-6-(3-methyl-1H-pyrazol-1-yl)pyrimidin-4-yl)acetonitrile